Cl.FC=1C(=NC(=NC1)NC1=NC=C(C=C1)CN1CCNCC1)C1=CC2=C(N=C(S2)C)C=C1 5-Fluoro-4-(2-methylbenzothiazol-6-yl)-N-(5-(piperazin-1-ylmethyl)pyridin-2-yl)pyrimidin-2-amine hydrochloride